NC=1C=C(C(=O)NCCN2[C@@H]3CO[C@H](C2)C3)C=C(C1)C(F)(F)F 3-amino-N-[2-[(1S,4S)-2-oxa-5-azabicyclo[2.2.1]heptan-5-yl]ethyl]-5-(trifluoromethyl)benzamide